[Na+].N1(C=NCC1)S(=O)(=O)[O-] imidazolinesulfonic acid sodium salt